N-benzyl-4-[(7-trifluoromethylquinolin-4-yl)amino]benzamide C(C1=CC=CC=C1)NC(C1=CC=C(C=C1)NC1=CC=NC2=CC(=CC=C12)C(F)(F)F)=O